C[N+](C)(C)CC(CC(=O)[O-])(C(=O)C=CCCCCCCCCCCCCCO)O Hydroxyhexadecenoylcarnitine